FC=1C=C(CC2=NC=CC(=C2)N2N=C(C=C2)C(=O)N)C=C(C1)C(F)(F)F 1-(2-(3-Fluoro-5-(trifluoromethyl)benzyl)pyridin-4-yl)-1H-pyrazol-3-carboxamid